N,N-dimethylmethyleneiminium iodide [I-].C[N+](=C)C